octanediol furandicarboxylate O1C(=C(C=C1)C(=O)O)C(=O)O.C(CCCCCCC)(O)O